C[Si]1(O[Si](O[Si](O[Si](O1)(C=C)C)(C=C)C)(C=C)C)C=C 2,4,6,8-tetramethyl-2,4,6,8-tetravinylcyclotetra-siloxane